2-[dideuterio(deuteriooxy)methyl]-5-methoxy-pyrimidine [2H]C(C1=NC=C(C=N1)OC)(O[2H])[2H]